3-(N-(3-chloro-1H-indol-7-yl)sulfamoyl)benzamide ClC1=CNC2=C(C=CC=C12)NS(=O)(=O)C=1C=C(C(=O)N)C=CC1